C(CCCC)OCCCCCCN1C=[N+](C=C1)CCCCCCOCCCCC 1,3-bis(6-pentyloxyhexyl)imidazolium